2-(4-amino-4-methylpiperidin-1-yl)-5-(2,3-dichlorophenyl)pyrimidine-4-carboxamide hydrochloride Cl.NC1(CCN(CC1)C1=NC=C(C(=N1)C(=O)N)C1=C(C(=CC=C1)Cl)Cl)C